NC1=CC=C(C=C1)NC1=CC=C(C=2C(C3=CC=CC=C3C(C12)=O)=O)NC1=CC=C(C=C1)N 1,4-bis((4-aminophenyl)amino)anthracene-9,10-dione